6-(6-chloro-1-{[2-(trimethylsilyl)ethoxy]methyl}pyrrolo[2,3-b]pyridin-3-yl)-4-fluoro-5,7-dimethoxy-1,3-benzothiazole ClC1=CC=C2C(=N1)N(C=C2C2=C(C1=C(N=CS1)C(=C2OC)F)OC)COCC[Si](C)(C)C